1-benzyl 3-methyl 4-amino-5,6-dihydro-2H-pyridine-1,3-dicarboxylate NC1=C(CN(CC1)C(=O)OCC1=CC=CC=C1)C(=O)OC